5-(2-chloropyrimidin-4-yl)-1H-indazole ClC1=NC=CC(=N1)C=1C=C2C=NNC2=CC1